2-(3,4-dihydroxyphenyl)-3-hydroxy-6-(methylamino)quinolin-4(1H)-one OC=1C=C(C=CC1O)C=1NC2=CC=C(C=C2C(C1O)=O)NC